2-(5,5-dimethyl-2-oxa-5-silahex-1-yl)-4-formylpyrazole-3-carboxylic acid C[Si](CCOCN1N=CC(=C1C(=O)O)C=O)(C)C